N[C@H](C)C=1C=CC2=C(N(C(=N2)[C@@H](CC(C(F)(F)F)(C)C)N[S@@](=O)C(C)(C)C)COCC[Si](C)(C)C)C1 |o1:11| (S)-N-((R*)-1-(6-((R)-1-Aminoethyl)-1-((2-(trimethylsilyl)ethoxy)methyl)-1H-benzo[d]imidazol-2-yl)-4,4,4-trifluoro-3,3-dimethylbutyl)-2-methylpropane-2-sulfinamide